O=C1N(CCC(N1COCC[Si](C)(C)C)=O)C1=C2C=CN(C2=CC=C1F)C1CCN(CC1)C(=O)OC(C)(C)C tert-butyl 4-(4-(2,4-dioxo-3-((2-(trimethylsilyl)ethoxy)methyl)tetrahydropyrimidin-1(2H)-yl)-5-fluoro-1H-indol-1-yl)piperidine-1-carboxylate